O[C@@H](C(=O)O)CCC1=CC=CC=C1 (R)-2-hydroxy-4-phenylbutyric acid